tert-Butyl 4-(4-(2-aminoethyl)-2,3,6-trifluorophenyl)piperazine-1-carboxylate NCCC1=C(C(=C(C(=C1)F)N1CCN(CC1)C(=O)OC(C)(C)C)F)F